CC1=NC(=CC=C1S(=O)(=O)N1CC2(C1)CN(C2)[C@H](C)C2CCOCC2)C(F)(F)F |r| rac-2-((2-methyl-6-(trifluoromethyl)pyridin-3-yl)sulfonyl)-6-(1-(tetrahydro-2H-pyran-4-yl)ethyl)-2,6-diazaspiro[3.3]heptane